C1=COC(=C1CO)CO furandimethanol